BrC1=NC=C(C(=C1)O)CN1CCOCC1 2-bromo-5-(morpholin-4-ylmethyl)pyridin-4-ol